(4-amino-7-chloro-1,3-dihydrofuro[3,4-c]quinolin-8-yl)((3S)-3-(4-(trifluoromethyl)phenyl)-4-morpholinyl)methanone NC1=NC=2C=C(C(=CC2C2=C1COC2)C(=O)N2[C@H](COCC2)C2=CC=C(C=C2)C(F)(F)F)Cl